C(C)(=O)NCCNC(=O)C=1N=C(OC1C1=C(C=CC=C1)[N+](=O)[O-])C1=CC=C(C=C1)C(F)(F)F (2-acetamidoethyl)-5-(2-nitrophenyl)-2-(4-(trifluoromethyl)phenyl)oxazole-4-carboxamide